tert-butyl N-[2-(4,4-difluorocyclohexyl)-4-(2,5-difluorophenyl)-3-pyridyl]carbamate FC1(CCC(CC1)C1=NC=CC(=C1NC(OC(C)(C)C)=O)C1=C(C=CC(=C1)F)F)F